(Z)-3-((tert-Butoxycarbonyl)amino)-5,5-diethoxy-4-methyl-2-pentenoic acid ethyl ester C(C)OC(\C=C(\C(C(OCC)OCC)C)/NC(=O)OC(C)(C)C)=O